3,5-bis(benzyloxy)-2-pyridinecarbonitrile C(C1=CC=CC=C1)OC=1C(=NC=C(C1)OCC1=CC=CC=C1)C#N